N1CC(C1)C=1N=NC(=CC1)OC1=C(C=CC=C1)Cl 3-(azetidin-3-yl)-6-(2-chlorophenoxy)pyridazine